C(CCCCC)N(CCN(CCN(C)CCCCCC)C)C N,N''-dihexyl-N,N',N''-trimethyl(diethylenetriamine)